(R)-5-(3-(1-acetyl-4-acryloylpiperazin-2-yl)-5-chlorophenyl)-N-methylpyridazine-3-carboxamide C(C)(=O)N1[C@@H](CN(CC1)C(C=C)=O)C=1C=C(C=C(C1)Cl)C=1C=C(N=NC1)C(=O)NC